trans-2,2-dimethyl-6-(cyclopropylamino)-1,3-dioxepan-5-ol CC1(OC[C@H]([C@@H](CO1)O)NC1CC1)C